FC(S(=O)(=O)OC=1CC2C(COC2)C1)(F)F 3,3a,4,6a-tetrahydro-1H-cyclopenta[c]furan-5-yl trifluoromethanesulfonate